FC(C(=O)O)(C(C(C(C(C(F)(F)F)(F)F)(F)F)(F)F)(F)F)F perfluoroenanthic acid